C(C)(C)C1=NN(C(C12C(N(C1=CC=CC=C1C2C=C)S(=O)(=O)C2=CC=C(C)C=C2)C2=CC=CC=C2)=O)C2=CC=CC=C2 3-isopropyl-1,2'-diphenyl-1'-tosyl-4'-vinyl-1',4'-dihydro-2'H-spiro[pyrazole-4,3'-quinolin]-5(1H)-one